O=C1C2(CC(C(N1)=O)C2)NC2=CC=C(C=C2)C=2CCN(CC2)C(=O)OC(C)(C)C tert-butyl 4-[4-[(2,4-dioxo-3-azabicyclo[3.1.1]heptan-1-yl) amino] phenyl]-3,6-dihydro-2H-pyridine-1-carboxylate